bis(2,6-xylyl) phosphate P(=O)(OC1=C(C=CC=C1C)C)(OC1=C(C=CC=C1C)C)[O-]